(S)-4-(2-hydroxy-propan-2-yl)-N'-((2,4,5,6-tetrahydro-1H-cyclobuta-[f]inden-3-yl)carbamoyl)-thiazole-2-sulfonimidamide OC(C)(C)C=1N=C(SC1)[S@](=O)(N)=NC(NC1=C2C(=CC=3CCCC13)CC2)=O